4-{4-[(3,4-dihydro-2H-1,5-benzodioxepin-6-yl)methoxy]-3-methoxyphenyl}-2H,4H,5H,6H,7H-pyrazolo[3,4-b]pyridin-6-one O1CCCOC2=C1C=CC=C2COC2=C(C=C(C=C2)C2C=1C(NC(C2)=O)=NNC1)OC